ClC=1C(=NC(=NC1)NC1=C(C=C(C(=C1)CC)N1CCC(CC1)N1C[C@H]2CC[C@@H](C1)N2C)OC)NC2=CC=C(C(=C2P(C)(C)=O)C)C (6-((5-Chloro-2-((5-ethyl-2-methoxy-4-(4-((1R,5S)-8-methyl-3,8-Diazabicyclo[3.2.1]oct-3-yl)piperidin-1-yl)phenyl)amino)pyrimidin-4-yl)amino)-2,3-dimethylphenyl)dimethyl-Phosphine oxide